CC1=NNC=C1C1=CC=C2C=3N(C(COC31)C3=CC=CC=C3)C(N2)=O 7-(3-Methyl-1H-pyrazol-4-yl)-4-phenyl-4,5-dihydroimidazo[1,5,4-de][1,4]benzoxazin-2(1H)-one